NC=1N=NC(=CC1N1CC2CCC(C1)N2C2=NC=C(C=N2)CC2CCC(CC2)C(=O)O)C2=C(C=CC=C2)O 4-[[2-[3-[3-amino-6-(2-hydroxyphenyl)pyridazin-4-yl]-3,8-diazabicyclo[3.2.1]octan-8-yl]pyrimidin-5-yl]methyl]cyclohexanecarboxylic acid